C(C)N1C(NC(CC1=O)=O)=O 1-ethyl-2,4,6-trioxo-hexahydropyrimidine